ethyl 3,5-dicyano-4-iodo-2-methyl-benzoate C(#N)C=1C(=C(C(=O)OCC)C=C(C1I)C#N)C